2,2,4-Trimethyl-4,6,6-triphenyl-1,3,5,2,4,6-trioxatrisilinane C[Si]1(O[Si](O[Si](O1)(C1=CC=CC=C1)C)(C1=CC=CC=C1)C1=CC=CC=C1)C